4-(3-(triisopropylsilyl)prop-2-yn-1-yl)piperidine-1-carboxylate C(C)(C)[Si](C#CCC1CCN(CC1)C(=O)[O-])(C(C)C)C(C)C